difluoro-2-(3-hydroxybutyl)phenol FC1=C(C(=C(C=C1)O)CCC(C)O)F